(5-(difluoromethoxy)pyridin-2-yl)methylamine FC(OC=1C=CC(=NC1)CN)F